3-amino-4-((2-((tert-butyldimethylsilyl)oxy)ethyl)amino)benzonitrile NC=1C=C(C#N)C=CC1NCCO[Si](C)(C)C(C)(C)C